5-{2-[5-bromo-4-fluoro-2-(5-methoxyquinoline-8-sulfonamido)phenyl]-ethynyl}pyridine-2-carboxylic acid BrC=1C(=CC(=C(C1)C#CC=1C=CC(=NC1)C(=O)O)NS(=O)(=O)C=1C=CC(=C2C=CC=NC12)OC)F